CC1(OC[C@H](O1)C1=CC=C(C=N1)NC(=O)[C@@H]1O[C@]([C@H]([C@H]1C1=C(C(=C(C=C1)F)C)OCC)C)(C(F)(F)F)C)C |o1:4| (2R,3S,4S,5R)-N-(6-((R*)-2,2-dimethyl-1,3-dioxolan-4-yl)pyridin-3-yl)-3-(2-ethoxy-4-fluoro-3-methylphenyl)-4,5-dimethyl-5-(trifluoromethyl)tetrahydrofuran-2-carboxamide